O[C@@H](CNC(NC=1C=C2C(=C(C(=NC2=CC1)C1=CC=CC=C1)C)C(=O)NC1=NN(C=C1)C)=O)CC (R)-6-(3-(2-hydroxybutyl)ureido)-3-methyl-N-(1-methyl-1H-pyrazol-3-yl)-2-phenylquinoline-4-carboxamide